C1(C2=CC=C(C(=O)OCC=3C(=CC=CC3)CO1)C=C2)=O xylylene terephthalate